C(=O)[C@H]1N(CC2(C(CCC2=O)=O)C1)C(=O)C1=CC=C(C=C1)C1=C(C(=CC=C1)C#N)C (S)-4'-(8-Formyl-1,4-dioxo-7-azaspiro[4.4]nonane-7-carbonyl)-2-methyl-[1,1'-biphenyl]-3-carbonitrile